benzyl 3-(benzyloxy)-5-iodo-2-methylpyridine-4-carboxylate C(C1=CC=CC=C1)OC=1C(=NC=C(C1C(=O)OCC1=CC=CC=C1)I)C